(6,6'-dimethoxybiphenyl-2,2'-diyl)bis[bis(3,5-dimethoxyphenyl)phosphine] COC1=CC=CC(=C1C1=C(C=CC=C1OC)P(C1=CC(=CC(=C1)OC)OC)C1=CC(=CC(=C1)OC)OC)P(C1=CC(=CC(=C1)OC)OC)C1=CC(=CC(=C1)OC)OC